2-methylindan-1-one CC1C(C2=CC=CC=C2C1)=O